1-(4-hydroxynaphthalen-1-yl)hexahydrothiopyrylium OC1=CC=C(C2=CC=CC=C12)S[O+]1CCCCC1